COC(CN1[C@@H](CN(C[C@@H]1C)C(=O)OC(C)(C)C)C)=O tert-butyl (3R,5S)-4-(2-methoxy-2-oxoethyl)-3,5-dimethylpiperazine-1-carboxylate